ClC=1C=C(C=2N(N1)C(=CN2)F)[C@@H]2[C@H](C2)C2=CC1=C(OC(O1)(F)F)C=C2 6-chloro-8-((1S,2S)-2-(2,2-difluorobenzo[d][1,3]dioxol-5-yl)cyclopropyl)-3-fluoroimidazo[1,2-b]pyridazine